ClC=1C=C2C(=CN=NC2=CC1OC)N1CCC2(CCN(C2)[SH2](=O)C=N)CC1 (S)-[8-(6-chloro-7-methoxycinnolin-4-yl)-2,8-diazaspiro[4.5]decan-2-yl](imino)methyl-λ6-sulfanone